C(C1=CC=CC=C1)(=O)NC1=CC(=NN1C)C1=CC=C(C=C1)NC(C1=C(C=CC=C1)C=1C=NC=CC1)=O N-(4-(5-Benzamido-1-methyl-1H-pyrazol-3-yl)phenyl)-2-(pyridin-3-yl)benzamide